[8-(9-phenylcarbazol-3-yl)dibenzofuran-1-yl]boronic acid C1(=CC=CC=C1)N1C2=CC=CC=C2C=2C=C(C=CC12)C=1C=CC2=C(C3=C(O2)C=CC=C3B(O)O)C1